N1CC=C(C=C1)C(=O)N 1,2-dihydropyridine-4-carboxamide